OCCN(CCOCCCCCC(=O)OCCCCCCCC)CCOC(OC(CCCCCCCC)CCCCCCCC)=O octyl 10-(2-hydroxyethyl)-16-octyl-14-oxo-7,13,15-trioxa-10-azatetracosanoate